(2S)-N-[(3S)-1-[(4-methoxyphenyl)methyl]-2-oxo-5-phenyl-3H-1,4-benzodiazepin-3-yl]-2-[(2,3,5,6-tetrafluoropyridin-4-yl)amino]propanamide COC1=CC=C(C=C1)CN1C([C@H](N=C(C2=C1C=CC=C2)C2=CC=CC=C2)NC([C@H](C)NC2=C(C(=NC(=C2F)F)F)F)=O)=O